N1(CCNCCC1)C=1N=C(C2=C(C=NNC2=O)N1)NC1=CC=C(C=C1)N1CCC(CC1)C(=O)O 1-(4-((2-(1,4-diazepan-1-yl)-5-oxo-5,6-dihydropyrimido[4,5-d]pyridazin-4-yl)amino)phenyl)piperidine-4-carboxylic acid